C1(=CC=CC=C1)[Si]1(N[Si](N[Si](N1)(C1=CC=CC=C1)C1=CC=CC=C1)(C1=CC=CC=C1)C1=CC=CC=C1)C1=CC=CC=C1.[Li] lithium hexaphenyl-cyclotrisilazane